CC1=C(C=C(O1)C(=O)NC1=NC(=NS1)CN1CCOCC1)C1=CC(=CC=C1)OC(F)(F)F 5-methyl-N-(3-(morpholinomethyl)-1,2,4-thiadiazol-5-yl)-4-(3-(trifluoromethoxy)phenyl)furan-2-carboxamide